[Si]([O-])([O-])([O-])[O-].[Al+3].[K+].C(C)C=1[C@@H]([C@H](O)C=CC1)O cis-dihydroethyl-catechol Potassium-ALUMINIUM SILICAT